[Si].[Te] tellurium-silicon